FC1=C(C(=CC(=C1)OCC1CN(C1)CCC)F)[C@H]1N([C@@H](CC2=C1NC1=CC=CC=C21)C)CC(C)(C)F (1R,3R)-1-[2,6-difluoro-4-[(1-propylazetidin-3-yl)methoxy]phenyl]-2-(2-fluoro-2-methyl-propyl)-3-methyl-1,3,4,9-tetrahydropyrido[3,4-b]indole